C(C)(C)(C)OC(C1=CC(C(=O)OC(C)(C)C)=CC(=C1)OP(=O)(OC(C)C)OC(C)C)=O 5-((diisopropyloxyphosphoryl)oxy)isophthalic acid di-tert-butyl ester